COC(=O)CCCCCC=C1C2=CC=CC=C2C(C=2C=CC=CC12)=CCCCCCC(=O)OC 9,10-bis(methoxycarbonylhexylidene)anthracene